formylboronic acid acetate C(C)(=O)O.C(=O)B(O)O